C(CCCCCCCCCCCCC)(=O)NCCS(=O)(=O)[O-].[K+].CONC1=CC=CC=C1 Methoxyaniline potassium myristoyl-taurate